4-diazo-3-bromocyclohexane-2,5-dien-1-one [N+](=[N-])=C1C(=CC(C=C1)=O)Br